Cl.O1C[C@@H](C2=C1C=CC=C2)N (3R)-2,3-dihydro-1-benzofuran-3-amine-hydrochloride salt